ClC1=C(C(=O)NC2=C3C=NN(C3=CC=C2)C2=CC(=NC=C2)C2CC2)C=C(C=C1)CNC(C(CO)(C)C)=O 2-Chloro-N-[1-(2-cyclopropylpyridin-4-yl)-1H-indazol-4-yl]-5-{[(3-hydroxy-2,2-dimethylpropanoyl)amino]methyl}benzamide